CNC(=O)C1=CC=C(C=C1)C=1N=C2SC3=C(N2C1)C=CC(=C3)C(=O)NC3CCNCC3 2-(4-(Methylcarbamoyl)phenyl)-N-(piperidin-4-yl)benzo[d]imidazo[2,1-b]thiazole-7-carboxamide